BrC1=CC(=CC=2CCCC(C12)CC)N(CC1=CC=C(C=C1)OC)CC1=CC=C(C=C1)OC 4-bromo-5-ethyl-N,N-bis(4-methoxybenzyl)-5,6,7,8-tetrahydronaphthalen-2-amine